2,3,5,6-tetrahydroxy-2-hexen-4-olide OC=1C(=O)OC(C1O)C(CO)O